2-[3-(3-bromo-5-chlorophenyl)ureido]-4-fluoro-N-(2-hydroxy-ethyl)benzamide BrC=1C=C(C=C(C1)Cl)NC(NC1=C(C(=O)NCCO)C=CC(=C1)F)=O